(R)-5-(2-(3,6-difluoropyridin-2-yl)pyrrolidin-1-yl)-3-(4-iodo-1H-pyrazol-1-yl)pyrazolo[1,5-a]pyrimidine FC=1C(=NC(=CC1)F)[C@@H]1N(CCC1)C1=NC=2N(C=C1)N=CC2N2N=CC(=C2)I